6-(3-(Benzyloxy)benzyl)-3,3-dimethyl-2,3-dihydro-1H-pyrrolo[3,2-b]pyridine C(C1=CC=CC=C1)OC=1C=C(CC=2C=C3C(=NC2)C(CN3)(C)C)C=CC1